[6-[(3-methylsulfonylphenyl)methyl]-2-azaspiro[3.3]heptan-2-yl]-[6-[6-(trifluoromethyl)-3-pyridinyl]-2-azaspiro[3.3]heptan-2-yl]methanone CS(=O)(=O)C=1C=C(C=CC1)CC1CC2(CN(C2)C(=O)N2CC3(C2)CC(C3)C=3C=NC(=CC3)C(F)(F)F)C1